2-(5-methyl-1,2,4-oxadiazol-3-yl)morpholine CC1=NC(=NO1)C1CNCCO1